ClC1=CC=CC2=C1O[C@@H](CN(S2(=O)=O)CC=2C=C(C=C1CCCC21)C(CC(=O)O)C2=C(C1=C(N(N=N1)C)C=C2)C)CC 3-(7-{[(4R)-6-Chloro-4-ethyl-1,1-dioxido-3,4-dihydro-2H-5,1,2-benzoxathiazepin-2-yl]methyl}-2,3-dihydro-1H-inden-5-yl)-3-(1,4-dimethyl-1H-benzotriazol-5-yl)propanoic acid